BrC1=CC=C(C=C1)[C@@H](C)N1CCN(CC1)C(=O)C1CC1 (R)-(4-(1-(4-bromophenyl)ethyl)piperazin-1-yl)(cyclopropyl)methanone